ClC=1C=CC=C2C=C(N(C12)CC1=NC=CC=C1F)C=O 7-chloro-1-((3-fluoropyridin-2-yl)methyl)-1H-indole-2-carbaldehyde